C1(CCC1)CN1C(N(CC12CCC(CC2)(C2=CC=CC=C2)N(C)C)CC(=O)O)=O TRANS-2-[1-(cyclobutyl-methyl)-8-dimethylamino-2-oxo-8-phenyl-1,3-diazaspiro[4.5]decan-3-yl]-acetic acid